CC(CS(=O)(=O)C)(C)N1N=CC2=C(C=CC=C12)NC(OC(C)(C)C)=O tert-butyl (1-(2-methyl-1-(methylsulfonyl)propan-2-yl)-1H-indazol-4-yl)carbamate